Glyceryl Palmitate C(CCCCCCCCCCCCCCC)(=O)OCC(O)CO